C(C)(C)C1=CN(C=2C1=NC=CC2)C(=O)[O-] 3-isopropyl-1H-pyrrolo[3,2-b]pyridine-1-carboxylate